3-(1-methylethyl)thiophene CC(C)C1=CSC=C1